benzothiazole-2-sulfinamide S1C(=NC2=C1C=CC=C2)S(=O)N